1-[2-(3-ethoxy-5-methyl-pyrazol-1-yl)-6-[5-[(6-methylpyridazin-3-yl)amino]benzimidazol-1-yl]-3-pyridinyl]ethanone tert-butyl-acrylate C(C)(C)(C)OC(C=C)=O.C(C)OC1=NN(C(=C1)C)C1=NC(=CC=C1C(C)=O)N1C=NC2=C1C=CC(=C2)NC=2N=NC(=CC2)C